C(C)OC=1N=CC2=CC=CC=C2C1C(=O)N1[C@H]2C(CC(C1)C2)OC2=NC=C(C=C2)C(F)(F)F |r| (R/S)-(3-ethoxyisoquinolin-4-yl)(6-((5-(trifluoromethyl)pyridin-2-yl)oxy)-2-azabicyclo[2.2.1]heptan-2-yl)methanone